NC1(C(=CC=CC1)C1=CC=CC=C1)[Pd]C1(C(=C(C=CC1)OC(C)C)C1=CC=CC=C1)OC(C)C 2-amino-1,1-biphenyl-2-yl-[2,6-bis(prop-2-yloxy)-[1,1-biphenyl]-2-yl]Palladium